[Si](C)(C)(C(C)(C)C)OC1=C(C=C(C=C1)F)C(=O)C=1SC=CC1 (2-tert-butyldimethylsilyloxy-5-fluorophenyl)(2-thienyl)-methanone